Cl.Cl.C(C1=CC=CC=C1)(=O)N benzamide bis-HCl salt